(E)-3-[8-(6-fluoropyridin-3-yl)-2,2-dimethyl-2H-chromen-6-yl]-1-[4-(4-hydroxyphenyl)piperazin-1-yl]prop-2-en-1-one FC1=CC=C(C=N1)C=1C=C(C=C2C=CC(OC12)(C)C)/C=C/C(=O)N1CCN(CC1)C1=CC=C(C=C1)O